isobutyl N,N-diheptylaminoacetate C(CCCCCC)N(CCCCCCC)CC(=O)OCC(C)C